4-bromo-1H-indazole-6-carbonitrile BrC1=C2C=NNC2=CC(=C1)C#N